N(=C=O)C1=PC=2C=CC3=CC=CC=C3C2C=C1 isocyanatophosphaphenanthrene